C(C)(C)N1C(=NN2C(C1=O)=NC=C2)C=2C=NN(C2)CCC(F)(F)F 3-isopropyl-2-(1-(3,3,3-trifluoropropyl)-1H-pyrazol-4-yl)imidazo[2,1-f][1,2,4]triazin-4(3H)-one